N2-((benzyloxy)carbonyl)-N2,N5,N5-trimethyl-L-glutamine C(C1=CC=CC=C1)OC(=O)N([C@@H](CCC(N(C)C)=O)C(=O)O)C